N=1N(N=C2C1C=CC=C2)C=2C=C(C(=O)O)C=C(C2O)C(C)(C)C 3-(2-benzotriazolyl)-4-hydroxy-5-t-butylbenzoic acid